4-(neopentylamino)quinoline-3,8-dicarbonitrile C(C(C)(C)C)NC1=C(C=NC2=C(C=CC=C12)C#N)C#N